diethylene Glycol Ethyl Ether C(C)OCCOCCO